C1(CC1)C=1C=C2C(=C(NC2=CC1)C1=CC=CC=C1)C1=C(C=NC=C1)OC 5-cyclopropyl-3-(3-methoxypyridin-4-yl)-2-phenyl-1H-indol